S1C2=C(C=C1)C(=CC=C2)N2CCN(CC2)CCCCOC2=CC=C1C=CC(N(C1=C2)C(C)OC(CCCCCCCCCCC)=O)=O Dodecanoic acid 1-{7-[4-(4-benzo[b]thiophen-4-ylpiperazin-1-yl)butoxy]-2-oxo-2H-quinolin-1-yl}ethyl ester